Tert-butyl ((trans)-4-(5-(6-(3-cyanopyrrolo[1,2-b]pyridazin-7-yl)-4-(isopropylamino)pyridin-3-yl)-1,3,4-thiadiazol-2-yl)cyclohexyl)carbamate C(#N)C1=CC=2N(N=C1)C(=CC2)C2=CC(=C(C=N2)C2=NN=C(S2)[C@@H]2CC[C@H](CC2)NC(OC(C)(C)C)=O)NC(C)C